ClC1=C(C=C2C=CN(C2=C1)C(=O)NCC1=CC=C(C=C1)S(=O)(=O)N1CCCCC1)C(F)(F)F 6-chloro-N-(4-(piperidin-1-ylsulfonyl)benzyl)-5-(trifluoromethyl)-1H-indole-1-carboxamide